CN1C(C(CC1)C1S(=O)(=O)CCC1)=O N-methyl-sulfolaneyl-2-pyrrolidone